6-methoxy-3,8-diazabicyclo[3.2.1]octane-8-carboxylate COC1C2CNCC(C1)N2C(=O)[O-]